C(C1=CC=CC=C1)N(S(=O)(=O)C1=CC(=CC=C1)C(=O)N1CCC2=CC=CC=C12)C1=CC(=CC=C1)C(F)(F)F N-benzyl-3-(indoline-1-carbonyl)-N-(3-(trifluoromethyl)phenyl)benzenesulfonamide